(S)-[(3S)-1,4-bis[(4-methoxyphenyl)methyl]-2,3-dihydropyrido[2,3-b]pyrazin-3-yl]-phenyl-methanol COC1=CC=C(C=C1)CN1C2=C(N([C@@H](C1)[C@@H](O)C1=CC=CC=C1)CC1=CC=C(C=C1)OC)N=CC=C2